C[C@H]1CC2=C(CC1)C1=C(N=CN3C1=NS(CC3)(=O)=O)S2 (10R)-10-methyl-3,4,9,10,11,12-hexahydro[1]benzothieno[2',3':4,5]pyrimido[6,1-c][1,2,4]thiadiazine 2,2-dioxide